C1(CCC1)C=1C(=NN(C1NC(O[C@@H](C)C1CC1)=O)C)C1C(C1)(F)F (S)-1-cyclopropylethyl (4-cyclobutyl-3-(2,2-difluorocyclopropyl)-1-methyl-1H-pyrazol-5-yl)carbamate